C1=NC=C(C2=CC=CC=C12)C1=CC=2NC3=CC=CC=C3C2C=C1 2-(Isoquinolin-4-yl)-9H-carbazole